C(C)(=O)ON(CCN(OC(C)=O)OC(C)=O)OC(C)=O.[NH4+] ammonium ethylenediamine tetraacetate